3-(chroman-6-ylmethyl)-1-(4-fluorobenzyl)-1-((1-methylazetidin-3-yl)methyl)urea O1CCCC2=CC(=CC=C12)CNC(N(CC1CN(C1)C)CC1=CC=C(C=C1)F)=O